(2,4-di-tert-butylphenyl)-1,1-biphenyl-4,4'-diylbisphosphonite C(C)(C)(C)C1=C(C=CC(=C1)C(C)(C)C)OP([O-])C1=CC=C(C=C1)C1=CC=C(C=C1)P([O-])[O-]